BrC1=CC=C(O1)C(=O)N1CCC(CC1)N1N=C(C=CC1=O)N1N=C(C=C1C)C 2-[1-(5-bromofuran-2-carbonyl)piperidin-4-yl]-6-(3,5-dimethylpyrazol-1-yl)pyridazin-3-one